4-hydroxy-6-chloroquinoxaline ON1CC=NC2=CC=C(C=C12)Cl